CN1CCC(=CC1)C1=C2CNC(C2=CC=C1)=O 4-(1-methyl-1,2,3,6-tetrahydropyridin-4-yl)isoindolin-1-one